FC(C1=NC(=NO1)C1=CC2=C(CNCCO2)C=C1)(F)F 8-[5-(trifluoromethyl)-1,2,4-oxadiazol-3-yl]-2,3,4,5-tetrahydro-1,4-benzoxazepine